benzoic acid, ammonium salt [NH4+].C(C1=CC=CC=C1)(=O)[O-]